2-amino-N-(2-((3-methoxyphenyl)thio)phenyl)acetamide NCC(=O)NC1=C(C=CC=C1)SC1=CC(=CC=C1)OC